2-(4-chloroanilino)-4-(4-(2-(2-pyridyl)vinyl)anilino)pyrimidine ClC1=CC=C(NC2=NC=CC(=N2)NC2=CC=C(C=C2)C=CC2=NC=CC=C2)C=C1